NC=1N=C(C2=C(N1)C(=NN2CC2=C(C=C(C=C2)CO)OC)F)NCCCC (4-((5-amino-7-(butylamino)-3-fluoro-1H-pyrazolo-[4,3-d]pyrimidin-1-yl)methyl)-3-methoxyphenyl)methanol